(6R,8aS)-6-[8-Amino-1-(4-{1-[3-(2,2-difluorocyclopropyl)phenyl]-1-hydroxyethyl}phenyl)-imidazo[1,5-a]pyrazin-3-yl]hexahydroindolizin-3(2H)-on NC=1C=2N(C=CN1)C(=NC2C2=CC=C(C=C2)C(C)(O)C2=CC(=CC=C2)C2C(C2)(F)F)[C@H]2CN1C(CC[C@@H]1CC2)=O